1,1'-((2,2'-dichloro-[1,1'-biphenyl]-3,3'-diyl)bis(2-methoxypyridine-6,3-diyl))bis(N,N-dimethylethan-1-amine) ClC1=C(C=CC=C1C1=CC=C(C(=N1)OC)C(C)N(C)C)C1=C(C(=CC=C1)C1=CC=C(C(=N1)OC)C(C)N(C)C)Cl